4-amino-3-chloro-5-fluoro-6-[7-fluoro-1-(methoxyacetyl)-1H-indol-6-yl]pyridine-2-carboxylic acid methyl ester COC(=O)C1=NC(=C(C(=C1Cl)N)F)C1=CC=C2C=CN(C2=C1F)C(COC)=O